ClC1=CC(=C(N=N1)C(=O)NC([2H])([2H])[2H])NC1=C(C(=CC=C1)C1=NC=C(N=C1)N(C(C)=O)C)OC 6-Chloro-4-((2-methoxy-3-(5-(N-methylacetamido)pyrazin-2-yl)phenyl)amino)-N-(methyl-d3)pyridazine-3-carboxamide